ClC=1C=C(C=NC1N1N=CC=N1)NC(=O)C=1C=NN(C1C(F)(F)F)C1=CN=CC2=C(C=CC=C12)F N-(5-chloro-6-(2H-1,2,3-triazol-2-yl)pyridin-3-yl)-1-(8-fluoroisoquinolin-4-yl)-5-(trifluoromethyl)-1H-pyrazole-4-carboxamide